FC(CN1N=CC=2C1=NC(=CN2)N2CCC1(CC(N(C1)C1=NC(=CC=C1)C(F)(F)F)=O)CC2)F 8-[1-(2,2-difluoroethyl)-1H-pyrazolo[3,4-b]pyrazin-6-yl]-2-[6-(trifluoromethyl)pyridin-2-yl]-2,8-diazaspiro[4.5]decan-3-one